CC1=NOC(=C1C)NC1CN(CCC1)C N-(3,4-dimethyl-1,2-oxazol-5-yl)-1-methylpiperidin-3-amine